2,2'-((2-(4-ethylpiperazin-1-yl)ethyl)azanediyl)bis(ethan-1-ol) C(C)N1CCN(CC1)CCN(CCO)CCO